C(C)(C)(C)NC(C(=O)N1CCN(CC1)C(=O)C=1NC2=CC=CC(=C2C1)C)=O N-(tert-butyl)-2-(4-(4-methyl-1H-indole-2-carbonyl)piperazin-1-yl)-2-oxoacetamide